[Ca].C1(=CC=CC=C1)C1NC2=CC=C(C=C2CC1)CO (2-phenyl-1,2,3,4-tetrahydroquinolin-6-yl)methanol calcium